C(C)(=O)N1CC2=CC(=CC(=C2CC1)C=1N(CCOC1)C(=O)OC(C)(C)C)Cl tert-butyl 5-(2-acetyl-7-chloro-1,2,3,4-tetrahydroisoquinolin-5-yl)-2,3-dihydro-4H-1,4-oxazine-4-carboxylate